CN[C@H]1C[C@@H](CCC1)NC (1R,3R)-N1,N3-dimethylcyclohexane-1,3-Diamine